N-(2-((R)-4-Cyanothiazolidin-3-yl)-2-oxoethyl)-6-(6,6-difluoro-3-azabicyclo[3.1.0]hexan-3-yl)quinoline-4-carboxamide C(#N)[C@H]1N(CSC1)C(CNC(=O)C1=CC=NC2=CC=C(C=C12)N1CC2C(C2C1)(F)F)=O